3-(3-chloro-2-ethyl-anilino)-2-[3-(1,4-dioxan-2-ylmethoxy)-4-pyridyl]-1,5,6,7-tetrahydropyrrolo[3,2-c]pyridin-4-one ClC=1C(=C(NC2=C(NC3=C2C(NCC3)=O)C3=C(C=NC=C3)OCC3OCCOC3)C=CC1)CC